C(#N)[C@H](C[C@@H]1C(NCC1)=O)NC(=O)[C@@H]1N([C@@H]2CC([C@H]1CC2)(F)F)C([C@@H](NC(C(F)(F)F)=O)CC(C)C)=O (1S,3R,4S)-N-((S)-1-cyano-2-((R)-2-oxopyrrolidin-3-yl)ethyl)-5,5-difluoro-2-((2,2,2-trifluoroacetyl)-L-leucyl)-2-azabicyclo[2.2.2]octane-3-carboxamide